The molecule is a lipid A oxoanion obtained via deprotonation of the carboxy and phosphate OH groups of galactosyl-(glucosyl)2-(heptosyl)3-(KDO)2-lipid A-bisphosphate. It is a conjugate base of a galactosyl-(glucosyl)2-(heptosyl)3-(KDO)2-lipid A-bisphosphate. CCCCCCCCCCCCCC(=O)O[C@H](CCCCCCCCCCC)CC(=O)O[C@@H]1[C@H]([C@@H](O[C@@H]([C@H]1OP(=O)([O-])[O-])CO[C@@]2(C[C@H]([C@H]([C@H](O2)[C@@H](CO)O)O[C@@H]3[C@H]([C@H]([C@@H]([C@H](O3)[C@H](CO)O)OP(=O)([O-])[O-])O[C@@H]4[C@H]([C@H]([C@@H]([C@H](O4)[C@H](CO[C@@H]5[C@H]([C@H]([C@@H]([C@H](O5)[C@H](CO)O)O)O)O)O)OP(=O)([O-])[O-])O[C@@H]6[C@@H]([C@H]([C@@H]([C@H](O6)CO[C@@H]7[C@@H]([C@H]([C@H]([C@H](O7)CO)O)O)O)O)O[C@@H]8[C@@H]([C@H]([C@@H]([C@H](O8)CO)O)O)O)O)O)O)O[C@@]9(C[C@H]([C@H]([C@H](O9)[C@@H](CO)O)O)O)C(=O)[O-])C(=O)[O-])OC[C@@H]1[C@H]([C@@H]([C@H]([C@H](O1)OP(=O)([O-])[O-])NC(=O)C[C@@H](CCCCCCCCCCC)O)OC(=O)C[C@@H](CCCCCCCCCCC)O)O)NC(=O)C[C@@H](CCCCCCCCCCC)OC(=O)CCCCCCCCCCC